OC1CN(CCC1)C(CCC)=O 1-(3-hydroxypiperidin-1-yl)butan-1-one